methyl (2R)-2-[benzyloxycarbonyl-[2-(tert-butoxycarbonylamino)ethyl]amino]-3-(4-nitrophenyl)propanoate C(C1=CC=CC=C1)OC(=O)N([C@@H](C(=O)OC)CC1=CC=C(C=C1)[N+](=O)[O-])CCNC(=O)OC(C)(C)C